7-((quinolin-4-yl)methoxy)-3,4-dihydroisoquinoline-2(1H)-carboxylic acid tert-butyl ester C(C)(C)(C)OC(=O)N1CC2=CC(=CC=C2CC1)OCC1=CC=NC2=CC=CC=C12